ClC=1C=C2C=NN(C2=CC1N1CCC(CC1)S(=O)(=O)C1CC1)C=1C=NN(C1)C1CC1 5-chloro-1-(1-cyclopropyl-1H-pyrazol-4-yl)-6-[4-(cyclopropylsulfonyl)piperidin-1-yl]-1H-indazole